5-(4-cyclopropyl-1H-imidazol-1-yl)-4-(difluoromethyl)-2-fluoro-N-(6-(1-isopropyl-1H-tetrazol-5-yl)pyridin-2-yl)benzamide C1(CC1)C=1N=CN(C1)C=1C(=CC(=C(C(=O)NC2=NC(=CC=C2)C2=NN=NN2C(C)C)C1)F)C(F)F